ClC1=C(C=C(C(=O)OC(C)C)C#N)C=CC=C1 isopropyl 2-chloro-α-cyanocinnamate